4-(6-oxo-1-(2-(6-oxo-5-(trifluoromethyl)-1,6-dihydropyridin-4-yl)aminopropyl)-1,6-dihydropyridin-3-carbonyl)piperazin-1-yl-nicotinonitrile O=C1C=CC(=CN1CC(C)NC=1C=CNC(C1C(F)(F)F)=O)C(=O)N1CCN(CC1)C1=C(C#N)C=CC=N1